N-[(2RS)-1-chloro-3-(2-chloro-4-methylphenyl)propan-2-yl]-5-(3-cyclopropyl-phenoxy)-N'-hydroxypyridazine-4-carboximidamide ClC[C@@H](CC1=C(C=C(C=C1)C)Cl)NC(=NO)C1=CN=NC=C1OC1=CC(=CC=C1)C1CC1 |r|